3-acetylphenylthiazolesulfonic acid C(C)(=O)C=1C=C(C=CC1)C=1N=C(SC1)S(=O)(=O)O